O1CCC(CC1)OC1=C(C=CC=C1)CN (2-((tetrahydro-2H-pyran-4-yl)oxy)phenyl)methylamine